6-(4-vinylbenzyl-n-propyl)amino-1,3,5-triazine C(=C)C1=CC=C(CCCCNC2=NC=NC=N2)C=C1